CC1=CC=C(C=C1)S(=O)(=O)NC12CC3(CC(CC(C1)C3)(C2)C)C 4-Methyl-N-(3,5-dimethyltricyclo[3.3.1.13,7]dec-1-yl)benzenesulfonamide